5-(3-(ethylthio)-5-vinylpyridin-2-yl)-2-(trifluoromethyl)pyrazolo[1,5-a]pyrimidine C(C)SC=1C(=NC=C(C1)C=C)C1=NC=2N(C=C1)N=C(C2)C(F)(F)F